NCCC(=O)N β-alaninamide